3-(2',6-dimethyl-[1,1'-biphenyl]-3-yl)-3-(4-methyl-2-(2-oxopyridin-1(2H)-yl)pentanamido)propanoic acid CC1=C(C=CC=C1)C1=CC(=CC=C1C)C(CC(=O)O)NC(C(CC(C)C)N1C(C=CC=C1)=O)=O